1,1,1,2,2,3,3-heptafluoro-3-methoxy-propane FC(C(C(OC)(F)F)(F)F)(F)F